n-ethyl-3-fluoro-5-((6-(3-methyl-1H-pyrazol-4-yl)-1-oxo-2,7-naphthyridin-2(1H)-yl)methyl)benzamide tetrakis(2,2,6,6-tetramethyl-4-piperidyl)1,2,3,4-butanetetracarboxylate CC1(NC(CC(C1)OC(=O)CC(C(CC(=O)OC1CC(NC(C1)(C)C)(C)C)C(=O)OC1CC(NC(C1)(C)C)(C)C)C(=O)OC1CC(NC(C1)(C)C)(C)C)(C)C)C.C(C)NC(C1=CC(=CC(=C1)CN1C(C2=CN=C(C=C2C=C1)C=1C(=NNC1)C)=O)F)=O